[O-]S(=O)(=O)C(F)(F)F.[Pd+2].C(C=C)C=1C(=C(C=CC1)C1=C(C=C(C=C1C(C)C)C(C)C)C(C)C)P(C(C)(C)C)C(C)(C)C.[O-]S(=O)(=O)C(F)(F)F allyl-(2-di-tert-butylphosphino-2',4',6'-triisopropyl-1,1'-biphenyl) palladium (II) triflate